tertbutyl 4-[1-[4-(trifluoromethoxy)phenyl]pyrazol-4-yl]piperazine-1-carboxylate FC(OC1=CC=C(C=C1)N1N=CC(=C1)N1CCN(CC1)C(=O)OC(C)(C)C)(F)F